COC=1C=2N(C=CC1C(C(F)(F)F)OC)C=NC2 8-Methoxy-7-(2,2,2-trifluoro-1-methoxyethyl)imidazo[1,5-a]pyridine